((4-fluorobenzyl)imino)(methyl)(4-(5-(trifluoromethyl)-1,2,4-oxadiazol-3-yl)phenyl)-λ6-sulfanone FC1=CC=C(CN=S(=O)(C2=CC=C(C=C2)C2=NOC(=N2)C(F)(F)F)C)C=C1